(E)-3-(dimethylamino)-1-(2-hydroxy-4,5-dimethylphenyl)prop-2-en-1-one CN(/C=C/C(=O)C1=C(C=C(C(=C1)C)C)O)C